C(C)(=O)OCCN(CCOC(C)=O)CCC(=O)OCC N,N-bis(2-acetoxyethyl)-2-(ethoxycarbonyl)ethylamine